methoxy-[1,1'-biphenyl]-2-carbaldehyde COC1=C(C(=CC=C1)C1=CC=CC=C1)C=O